NC1=NC(=NC(=C1NC(OC)=O)N)C1=NN(C2=CC(=CC=C12)F)CC1=C(C=CC=C1)F Methyl (4,6-diamino-2-(6-fluoro-1-(2-fluorobenzyl)-1H-indazol-3-yl)pyrimidin-5-yl)carbamate